C(C)OC(=O)C=1N(C=CN1)CCN (2-aminoethyl)-1H-imidazole-2-carboxylic acid ethyl ester